3-cyclopropyl-N-(2-fluoro-2-methylpropyl)-7-(3H-imidazo[4,5-c]pyridin-7-ylamino)-7,8-dihydro-6H-cyclopenta[g]isoquinoline-5-sulfonamide C1(CC1)C=1N=CC=2C=C3C(=C(C2C1)S(=O)(=O)NCC(C)(C)F)CC(C3)NC=3C1=C(C=NC3)NC=N1